(7-cyclopropyl-1-methyl-1H-indazol-3-yl)-3,4-difluorobenzamide C1(CC1)C=1C=CC=C2C(=NN(C12)C)C1=C(C(=O)N)C=CC(=C1F)F